ClCC1=CC(=C(C(=C1)F)OC)F 4-chloromethyl-2,6-difluoro-1-methoxybenzene